2-Ethyl-4-ethynyl-4-hydroxycyclohexa-2,5-dien-1-one C(C)C=1C(C=CC(C1)(O)C#C)=O